(R)-N-((S)-1-(2,3-dihydro-1H-inden-4-yl)ethyl)-2-methylpropane-2-sulfinamide C1CCC2=C(C=CC=C12)[C@H](C)N[S@](=O)C(C)(C)C